1,2,3,4-tetrahydroquinolin-4-amine N1CCC(C2=CC=CC=C12)N